tert-butyl (1-(2-(benzyloxy)ethoxy)-6,6,6-trifluorohexan-3-yl)carbamate C(C1=CC=CC=C1)OCCOCCC(CCC(F)(F)F)NC(OC(C)(C)C)=O